6-chloro-N-(2,4-difluoro-3-(2-((1-(pyridin-3-yl)piperidin-4-yl)amino)quinazolin-6-yl)phenyl)-1-hydroxy-2,3-dihydro-1H-indene-4-sulfonamide ClC=1C=C(C=2CCC(C2C1)O)S(=O)(=O)NC1=C(C(=C(C=C1)F)C=1C=C2C=NC(=NC2=CC1)NC1CCN(CC1)C=1C=NC=CC1)F